(2-(4-amino-3-(4-phenoxyphenyl)-1H-pyrazolo[3,4-d]pyrimidin-1-yl)ethyl)-2,3,4,5-tetrafluoro-N-methyl-6-(trifluoromethyl)benzenesulfonamide NC1=C2C(=NC=N1)N(N=C2C2=CC=C(C=C2)OC2=CC=CC=C2)CCN(S(=O)(=O)C2=C(C(=C(C(=C2C(F)(F)F)F)F)F)F)C